6-(trifluoromethyl)-1,2,4-triazazine-3-amide FC(C=1C=NN(NN1)C(=O)N)(F)F